3-(benzo[d][1,3]dioxol-4-ylmethyl)-6-(1H-pyrazol-4-yl)quinazolin-4(3H)-one O1COC2=C1C=CC=C2CN2C=NC1=CC=C(C=C1C2=O)C=2C=NNC2